[(2R,3S,5R)-5-(6-amino-2-fluoro-9H-purin-9-yl)-2-ethynyl-3-hydroxyoxolan-2-yl]methyl 2-tetradecan-amidoacetate C(CCCCCCCCCCCCC)(=O)NCC(=O)OC[C@]1(O[C@H](C[C@@H]1O)N1C2=NC(=NC(=C2N=C1)N)F)C#C